pyrrolo[2,1-f][1,2,4]triazine-4-pivalamide N=1N2C(C(=NC1)CC(C(=O)N)(C)C)=CC=C2